COCOC=1C(=CC2=CN(N=C2C1C)C)C1=NC=2C=CN(C(C2C=C1)=O)C1CN(CC1)C(=O)OC(C)(C)C tert-butyl 3-[2-[6-(methoxymethoxy)-2,7-dimethyl-indazol-5-yl]-5-oxo-1,6-naphthyridin-6-yl]pyrrolidine-1-carboxylate